(4-cyano-2,5-difluorophenyl)methyl methanesulfonate CS(=O)(=O)OCC1=C(C=C(C(=C1)F)C#N)F